bis(trimethylsilyl)amine tin [Sn].C[Si](C)(C)N[Si](C)(C)C